BrC(COCCC[Si](OC)(OC)OC)(C)C 3-(2-Bromoisobutyloxy)propyltrimethoxysilane